C(C)OC([C@H](CNC(=O)N(C)CC1=CC=CC=C1)NC(=O)C=1C(=C2CCN(C(C2=CC1Cl)=O)CC1=CC(=CC=C1)Cl)Cl)=O (S)-3-(3-benzyl-3-methylureido)-2-(5,7-dichloro-2-(3-chlorophenylmethyl)-1-oxo-1,2,3,4-tetrahydroisoquinoline-6-carboxamido)propionic acid ethyl ester